BrC=1C=C(C=CC1)C(C1=NN=CN1C)C1(COC1)F 3-((3-bromophenyl)(3-fluorooxetan-3-yl)methyl)-4-methyl-4H-1,2,4-triazole